3-amino-2,2-difluoropropanol NCC(CO)(F)F